(5-(3-Cyclopropylprop-1-ynyl)-1-methyl-6-oxo-1,6-dihydropyridin-3-yl)oxy-1H-1,2,3-triazole-4-carboxylic acid ethyl ester C(C)OC(=O)C=1N=NN(C1)OC1=CN(C(C(=C1)C#CCC1CC1)=O)C